ClC1=CC=C2C(=C3N(C2=C1Cl)CC(CC3)N)C=3C=NN(C3)C3OCCCC3 3,4-dichloro-10-(1-(tetrahydro-2H-pyran-2-yl)-1H-pyrazol-4-yl)-6,7,8,9-tetrahydropyrido[1,2-a]indol-7-amine